((S)-6-(6-(allyloxy)-2,3-dichlorophenyl)-6,7-dihydro-5H-pyrrolo[2,1-c][1,2,4]triazol-3-yl)pyrrolidine-1-carboxylic acid tert-butyl ester C(C)(C)(C)OC(=O)N1C(CCC1)C=1N2C(=NN1)C[C@H](C2)C2=C(C(=CC=C2OCC=C)Cl)Cl